S(O)(O)(=O)=O.NC1=C(C(=O)NC)C=C(C=C1C)Cl 2-amino-5-chloro-3,N-dimethylbenzamide bisulfate